C(C)(C)(C)NC(O[C@H]1C[C@H](CC1)C1=CC(=NN1)NC(=O)C1=CC(=NN1C)OC)=O (1R,3S)-3-(3-{[(3-meth-oxy-1-methyl-1H-pyrazol-5-yl)carbonyl]amino}-1H-pyrazol-5-yl)cyclopentyl tert-butylcarbamate